4-chloroquinoline-7-carboxylic acid ClC1=CC=NC2=CC(=CC=C12)C(=O)O